ClCC(=O)N1CC(C(CCC1)CNC(OCC1=CC=CC=C1)=O)C Benzyl ((1-(2-chloroacetyl)-3-methylazepan-4-yl)methyl)carbamate